COC(C1=C(C=CC=C1)N(C)C)=O 2-(dimethylamino)benzoic acid methyl ester